ClC1=NC(=CC(=C1)C(O)(C1=NN=CN1C)C1CC1)C1CC1 (2-chloro-6-cyclopropylpyridin-4-yl)(cyclopropyl)(4-methyl-4H-1,2,4-triazol-3-yl)methanol